O=C1C(=CC(=CN1)CC(=O)NCCN1CCN(CC1)C1=NC=C(C=N1)C(F)(F)F)C(F)(F)F 2-(6-oxo-5-(trifluoromethyl)-1,6-dihydropyridin-3-yl)-N-(2-(4-(5-(trifluoromethyl)pyrimidin-2-yl)piperazin-1-yl)ethyl)acetamide